C(C)(C)(C)OC(=O)NCC=1SC2=C(N1)C(=CC=C2N2C[C@@H](N([C@H](C2)C)C(=O)OC(C)(C)C)C)I tert-butyl (2S,6S)-4-[2-[(tert-butoxycarbonylamino)methyl]-4-iodo-1,3-benzothiazol-7-yl]-2,6-dimethyl-piperazine-1-carboxylate